N-(3-(2-(2,6-Dioxopiperidin-3-yl)-1-oxoisoindolin-4-yl)prop-2-yn-1-yl)-5-(8-(3-ethyl-6-methyl-5-oxo-4,5,6,7-tetrahydro-1H-pyrazolo[3,4-c]pyridin-1-yl)isoquinolin-3-yl)picolinamide O=C1NC(CCC1N1C(C2=CC=CC(=C2C1)C#CCNC(C1=NC=C(C=C1)C=1N=CC2=C(C=CC=C2C1)N1N=C(C2=C1CN(C(C2)=O)C)CC)=O)=O)=O